COCOC1=C(C=CC2=C1C[C@H]1CCCN([C@@H]1C2)CCC)O (4aR,10aR)-6-(methoxymethoxy)-1-propyl-2H,3H,4aH,5H,10aH-benzo[g]quinolin-7-ol